C(#N)C=1C=C(C(=NC1)C(=O)NC=1C=C2C(=NNC2=CC1)C1=C(C=CC=C1)OC)C 5-cyano-N-(3-(2-methoxyphenyl)-1H-indazol-5-yl)-3-methylpicolinamide